ClC=1N=C2C(=C(C(N(C2=CC1)C)=O)C#N)N1CCC(CC1)OC1=CC(=CC=C1)C#N 6-Chloro-4-(4-(3-cyanophenoxy)piperidin-1-yl)-1-methyl-2-oxo-1,2-dihydro-1,5-naphthyridin-3-carbonitril